distyryltriazine C(=CC1=CC=CC=C1)C1=CC(=NN=N1)C=CC1=CC=CC=C1